1,4-dimethyl-2-ethylimidazoline CN1C(=NC(C1)C)CC